C(C)N1C2=NC(=NC(=C2N=C1CC)N1CCOCC1)N1N=C(C(=C1)C1=CC=CC=C1)OC 1-(9-ethyl-2-(3-methoxy-4-phenyl-1H-pyrazol-1-yl)-6-morpholino-9H-purin-8-yl)ethan